tert-butyl 2-(4,6-dichloropyrimidin-2-yl)-1H-pyrrole-1-carboxylate ClC1=NC(=NC(=C1)Cl)C=1N(C=CC1)C(=O)OC(C)(C)C